CC(COC(=O)N1CCC(=CC1)C1=C(C=C(C(=C1)NC(=O)C1=CNC(C=C1C(F)(F)F)=O)N1C[C@H](N([C@H](C1)C)C)C)F)C 4-[2-fluoro-5-[[6-oxo-4-(trifluoromethyl)-1H-pyridine-3-carbonyl]amino]-4-[(3R,5S)-3,4,5-trimethylpiperazin-1-yl]phenyl]-3,6-dihydro-2H-pyridine-1-carboxylic acid 2-methylpropyl ester